4,6-dimethoxypyrazolo[1,5-a]pyridine-2,3-dicarboxylic acid COC=1C=2N(C=C(C1)OC)N=C(C2C(=O)O)C(=O)O